21-chloro-17alpha-hydroxy-pregna-4,9(11)-diene-3,20-dione ClCC([C@]1(CC[C@H]2[C@@H]3CCC4=CC(CC[C@]4(C)C3=CC[C@]12C)=O)O)=O